C(=CCCCC)C(C(=O)[O-])CCCC 2-hexenylhexanoate